FC=1C=C(C=CC1N1CCOCC1)NC([C@H](CC(C)C)NS(=O)(=O)C1=CC=C(C=C1)C)=O (S)-N-(3-fluoro-4-morpholinophenyl)-4-methyl-2-(4-methylphenyl-sulphonamido)pentanamide